ClC=1C=C(C=C(C1)Cl)C1=NC(=CC(=C1)CN1CCC(CC1)C[C@H](C(=O)O)C)OC=1C=NC(=NC1)N1CCN(CC1)C (R)-3-(1-((2-(3,5-dichloro-phenyl)-6-((2-(4-methyl-piperazin-1-yl)pyrimidin-5-yl)oxy)pyridin-4-yl)methyl)piperidin-4-yl)-2-methylpropanoic acid